CC(CCC=C(C)C)CC=O (+/-)-citronellal